nerolidyl propionate C(CC)(=O)OC(C)(C=C)CCC=C(C)CCC=C(C)C